NC1=NC(=C(C=2N1C(N(N2)CC=2N=COC2C)=O)C2=CC(=NC(=C2)C)C)C2=CC=CC=C2 5-amino-8-(2,6-dimethyl-4-pyridinyl)-2-[(5-methyl-oxazol-4-yl)methyl]-7-phenyl-[1,2,4]triazolo[4,3-c]pyrimidin-3-one